C1(CCC2=CC=CC=C12)OC(=O)CSCCC[Si](OC)(OC)OC 3-((1-indanyl)oxycarbonylmethylthio)propyltrimethoxysilane